C(CC)OC=C n-propoxyethylen